C(C1=CC=CC=C1)OC1=NC(=CC=C1N1CCOC2=C1C=CC=C2C=2CCN(CC2)C(=O)OC(C)(C)C)OCC2=CC=CC=C2 tert-butyl 4-[4-(2,6-dibenzyloxy-3-pyridyl)-2,3-dihydro-1,4-benzoxazin-8-yl]-3,6-dihydro-2H-pyridine-1-carboxylate